C(C)(C)(C)NS(=O)(=O)C1=CC=C(C(=N)N)C=C1 4-(N-(tert-butyl)sulfamoyl)benzamidine